4-(hydroxymethyl)phenyl-1-isopropyl-1H-pyrazolo[3,4-b]pyridine-4-carboxylate OCC1=CC=C(C=C1)OC(=O)C=1C2=C(N=CC1)N(N=C2)C(C)C